2-[(3S)-3-[2-[5-[(4,6-difluoro-1H-indol-5-yl)oxy]-2-fluoro-phenyl]oxazol-4-yl]-3-methyl-2H-benzofuran-7-yl]acetic acid FC1=C2C=CNC2=CC(=C1OC=1C=CC(=C(C1)C=1OC=C(N1)[C@]1(COC2=C1C=CC=C2CC(=O)O)C)F)F